OC1=C(N=C(N(C1=O)C)[C@@H]([C@@H](C1=C(C=CC=C1)C(F)(F)F)C1=CC=CC=C1)C)C(=O)NC=1C=NOC1 5-hydroxy-N-(isoxazol-4-yl)-1-methyl-6-oxo-2-((1r,2r)-1-phenyl-1-(2-(trifluoromethyl)phenyl)propan-2-yl)-1,6-dihydropyrimidine-4-carboxamide